FC1=C(C=CC(=C1F)F)C=1C=2C(=NN1)CCOC2 3-(2,3,4-trifluorophenyl)-6,7-dihydropyrano[4,3-c]pyrazol